4-(5-nitro-2-(2-(piperidin-1-yl)ethyl)-2H-indazol-6-yl)morpholine [N+](=O)([O-])C1=CC2=CN(N=C2C=C1N1CCOCC1)CCN1CCCCC1